(1R,3R,4R)-2-((S)-2-(3-chlorophenyl)-2-hydroxyacetyl)-N-((S)-1-cyano-2-((S)-2-oxopyrrolidin-3-yl)ethyl)-5,5-difluoro-2-azabicyclo[2.2.2]octane-3-carboxamide ClC=1C=C(C=CC1)[C@@H](C(=O)N1[C@H]2CC([C@@H]([C@@H]1C(=O)N[C@@H](C[C@H]1C(NCC1)=O)C#N)CC2)(F)F)O